COC(C(C(C1=CC(=C(C=C1)C)CN1C[C@H](OC2=C(N=CC=3C=CC=CC23)C1)CC)C1=C(C2=C(N(N=N2)C)C=C1)C)(C)C)=O 3-(1,4-dimethyl-1H-benzo[d][1,2,3]triazol-5-yl)-3-(3-(((R)-2-ethyl-2,3-dihydro-[1,4]oxazepino[6,7-c]isoquinolin-4(5H)-yl)methyl)-4-methylphenyl)-2,2-dimethylpropanoic acid methyl ester